N-(5-(5-chloro-2-methoxyphenyl)-1-((R)-3,3,3-trifluoro-2-hydroxypropyl)-1H-pyrazol-4-yl)pyrazolo[1,5-a]pyrimidine-3-carboxamide ClC=1C=CC(=C(C1)C1=C(C=NN1C[C@H](C(F)(F)F)O)NC(=O)C=1C=NN2C1N=CC=C2)OC